3-(2-(((1S,3S)-3-((4-((tert-butoxycarbonyl)amino)butyl)amino)cyclopentyl)amino)-5-(trifluoromethyl)pyrimidin-4-yl)-7-chloro-1H-indole-6-carboxylic acid C(C)(C)(C)OC(=O)NCCCCN[C@@H]1C[C@H](CC1)NC1=NC=C(C(=N1)C1=CNC2=C(C(=CC=C12)C(=O)O)Cl)C(F)(F)F